N-benzyl-3-(8-(3-phenylpyrrolidin-1-yl)-1,5-naphthyridin-2-yl)benzenesulfonamide C(C1=CC=CC=C1)NS(=O)(=O)C1=CC(=CC=C1)C1=NC2=C(C=CN=C2C=C1)N1CC(CC1)C1=CC=CC=C1